3-(3-nitrophenoxy)propanal tert-butyl-(S)-(1-(5-(4-(1-(3-methoxypropyl)piperidin-4-yl)phenyl)-3-methylthiophene-2-carbonyl)pyrrolidin-3-yl)carbamate C(C)(C)(C)N(C(O)=O)[C@@H]1CN(CC1)C(=O)C=1SC(=CC1C)C1=CC=C(C=C1)C1CCN(CC1)CCCOC.[N+](=O)([O-])C=1C=C(OCCC=O)C=CC1